C1=NC=CC2=CC=C(C=C12)C(C)=O 1-(isoquinolin-7-yl)ethan-1-one